4-(1H-imidazol-1-yl)-N-(1-isobutyrylpiperidin-4-yl)picolinamide N1(C=NC=C1)C1=CC(=NC=C1)C(=O)NC1CCN(CC1)C(C(C)C)=O